CN1CCN(CC1)C1CCN(CC1)C1=C(C=C(C=C1)[N+](=O)[O-])S(=O)(=O)C 1-methyl-4-(1-(2-(methylsulfonyl)-4-nitrophenyl)piperidin-4-yl)piperazine